ethylthio(propylthio)bis(thietanylthio)tin C(C)S[Sn](SC1SCC1)(SC1SCC1)SCCC